CS(=O)(=O)OCC=1C(=NC=CC1)C(F)(F)F (2-(trifluoromethyl)pyridin-3-yl)methyl methanesulfonate